(S)-N-(2-Chloro-3-(3-chloro-2-(3-methoxy-4-((((5-oxopyrrolidin-2-yl)methyl)amino)methyl)phenyl)pyridin-4-yl)phenyl)-5-(((2-hydroxyethyl)amino)methyl)picolinamide ClC1=C(C=CC=C1C1=C(C(=NC=C1)C1=CC(=C(C=C1)CNC[C@H]1NC(CC1)=O)OC)Cl)NC(C1=NC=C(C=C1)CNCCO)=O